tert-butyl (4-methyl-3-(methylsulfonyl)phenyl)carbamate CC1=C(C=C(C=C1)NC(OC(C)(C)C)=O)S(=O)(=O)C